O[C@]1(CCN(CC12CCCC2)C(=O)N2[C@@H](CN(CC2)C(=O)OC(C)(C)C)C2=CC=CC=C2)CN2C(C=C(C=C2)C2=CC=NN2C)=O tert-butyl (R)-4-((S)-10-hydroxy-10-((4-(1-methyl-1H-pyrazol-5-yl)-2-oxopyridin-1(2H)-yl)methyl)-7-azaspiro[4.5]decane-7-carbonyl)-3-phenylpiperazine-1-carboxylate